[Zn+2].C(C1=CC=C(C(=O)[O-])C=C1)(=O)[O-] terephthalic acid zinc salt